C(C)(C)N=C(C)C1=NC=CC=C1 2-[1-(Iso-Propylimino)ethyl]pyridine